(R)-di-tert-butyl (2-(5-(4-(trifluoromethyl)phenoxy)-2-naphthamido)propyl) phosphate P(=O)(OC(C)(C)C)(OC(C)(C)C)OC[C@@H](C)NC(=O)C1=CC2=CC=CC(=C2C=C1)OC1=CC=C(C=C1)C(F)(F)F